ClC=1C(=NC=CC1SC=1C=2N(C(=NC1)N1CCC3([C@@H](COC3)N)CC1)C=NN2)C (S)-8-(8-((3-chloro-2-methylpyridin-4-yl)thio)-[1,2,4]tri-azolo[4,3-c]pyrimidin-5-yl)-2-oxa-8-azaspiro[4.5]decan-4-amine